4-(difluoroethylamino)furan FC(CNC=1C=COC1)F